5-(1-((2R,3R,4R,5R)-3-fluoro-4-hydroxy-5-(hydroxymethyl)-3-methyltetrahydrofuran-2-yl)-1H-imidazol-4-yl)pyrimidine-2,4(1H,3H)-dione F[C@]1([C@@H](O[C@@H]([C@H]1O)CO)N1C=NC(=C1)C=1C(NC(NC1)=O)=O)C